ClC1=C(C(=CC=C1Cl)OCC=C)C(O)C1=NC=NC=C1 [2,3-dichloro-6-(prop-2-en-1-yloxy)phenyl](pyrimidin-4-yl)methanol